C(C)N1N=C(N=C1)C1=C(C(=CC=C1)[N+](=O)[O-])OC 1-Ethyl-3-(2-methoxy-3-nitrophenyl)-1H-1,2,4-triazole